C1(=CC=CC=C1)P(C(C=C)C1=CC=CC=C1)(C1=CC=CC=C1)=O diphenyl(1-phenylallyl)phosphine oxide